C=1C=2N(C=CN1)C(C=CC2)=O 6H-pyrido[1,2-a]pyrazin-6-one